CNCC1OC(OC1)(CCCCCCCC\C=C/C\C=C/CCCCC)CCCCCCCC\C=C/C\C=C/CCCCC N-methyl-(2,2-Di((9Z,12Z)-octadeca-9,12-dienyl)-1,3-dioxolan-4-yl)methylamine